(3S)-4-(tert-butoxycarbonyl-3-(cyanomethyl)piperazin-1-yl)-2-[[(2S,4R)-4-fluoro-1-methyl-pyrrolidin-2-yl]methoxy]-6,8-dihydro-5H-pyrido[3,4-d]pyrimidine-7-carboxylate C(C)(C)(C)OC(=O)C1N(CCN[C@H]1CC#N)C=1C2=C(N=C(N1)OC[C@H]1N(C[C@@H](C1)F)C)CN(CC2)C(=O)[O-]